C=C1C(CC1)NS(=O)(=O)C1=CC(=CC=C1)C(=O)N1CC2(C3=CC(=CC=C13)NS(=O)(=O)C)CCC1(CC2)CC1 N-(2-methylenecyclobutyl)-3-(5''-(methylsulfonamido)dispiro[cyclopropane-1,1'-cyclohexane-4',3''-indoline]-1''-carbonyl)benzenesulfonamide